(S)-1-amino-1'-(4-oxo-3-(1-phenylcyclopropyl)-4,5-dihydro-1H-pyrazolo[3,4-d]pyrimidin-6-yl)-1,3-dihydrospiro[indene-2,4'-piperidine]-6-carbonitrile N[C@@H]1C2=CC(=CC=C2CC12CCN(CC2)C=2NC(C1=C(N2)NN=C1C1(CC1)C1=CC=CC=C1)=O)C#N